C(C1=CC=CC=C1)N1CCC(CC1)(N)C=1C=NC(=CC1)Cl 1-benzyl-4-(6-chloropyridin-3-yl)piperidin-4-amine